C(C)(C)(C)OC(=O)N[C@H](C(=O)N[C@H](C(=O)OCC1=CC=CC=C1)[C@H](CC1OCCCO1)O)CCSC(C1=CC=CC=C1)(C1=CC=CC=C1)C1=CC=CC=C1 Benzyl (2S,3S)-2-[(2S)-2-{[(tert-butoxy)carbonyl]amino}-4-[(triphenylmethyl)sulfanyl] butanamido]-4-(1,3-dioxan-2-yl)-3-hydroxybutanoate